4'-amino-6-(difluoromethoxy)-3'-nitro[1,1'-biphenyl] NC1=C(C=C(C=C1)C1=CC=CC=C1OC(F)F)[N+](=O)[O-]